C1(CC1)N(C(C1=CC=C(C=C1)S(N(C)C)(=O)=O)=O)C1=C(C=CC=C1)N1CCC(CC1)OC1=CC=CC=C1 N-cyclopropyl-4-(N,N-dimethylsulfamoyl)-N-(2-(4-phenoxypiperidin-1-yl)phenyl)benzamide